C1(CC1)CN1C(=CC2=CC(=CC=C12)F)C1=NC=2C=C(C=C3OCCN1C23)C(=O)N2C[C@@H](CCC2)NC(OC(C)(C)C)=O Tert-butyl (R)-(1-(2-(1-(cyclopropylmethyl)-5-fluoro-1H-indol-2-yl)-3,4-dihydro-5-oxa-1,2a-diazaacenaphthylene-7-carbonyl)piperidin-3-yl)carbamate